(1R,4R)-6'-bromo-4-methoxyspiro(cyclohexane-1,2'-indene)-1'(3'H)-one BrC1=CC=C2CC3(C(C2=C1)=O)CCC(CC3)OC